COC1=CC=C(CN(C(=S)N)C2=CC=C(C=C2)N2CCOCC2)C=C1 1-(4-methoxybenzyl)-1-(4-morpholinophenyl)thiourea